C12(CC(C1)C2)C2=NC(=CC=C2C=2N=C1SCC(CN1C(C2C#N)=O)C)C21CC(C2)C1 8-[2,6-bis({bicyclo[1.1.1]pentan-1-yl})pyridin-3-yl]-3-methyl-6-oxo-2H,3H,4H,6H-pyrimido[2,1-b][1,3]thiazine-7-carbonitrile